imino(5-{[(7-methoxyquinolin-4-yl)oxy]methyl}furan-3-yl)methyl-λ6-sulfanone N=S(=O)CC1=COC(=C1)COC1=CC=NC2=CC(=CC=C12)OC